O=C(CCSSC1=NC=CC=C1)NNC(=O)OC(C)(C)C 2-[1-oxo-3-(2-pyridyldithio)propyl]-hydrazinecarboxylic acid, 1-dimethylethyl ester